C(C)(C)(C)OC(=O)N[C@H](C(=O)OC)CC1=CC=NC=C1 methyl (S)-2-((tert-butoxy carbonyl)amino)-3-(pyridin-4-yl)propanoate